1-Perfluoropropylethanol CC(C(C(C(F)(F)F)(F)F)(F)F)O